(4-hydroxyphenyl)diphenylphosphine OC1=CC=C(C=C1)P(C1=CC=CC=C1)C1=CC=CC=C1